9'-(4-Fluorophenyl)-5',7',8',9'-tetrahydrospiro[azetidine-3,6'-pyrido[3,4-b]indole] FC1=CC=C(C=C1)N1C2=C(C=3CC4(CCC13)CNC4)C=CN=C2